methyl 3-[(tert-butyldimethylsilyl)oxy]bicyclo[1.1.1]pentane-1-carboxylate [Si](C)(C)(C(C)(C)C)OC12CC(C1)(C2)C(=O)OC